C(C)(C)(C)OC(=O)N1CCN(CC1)C1=C2C=NC(=NC2=C(C=C1)C(=O)OC)SC methyl 5-[4-(tert-butoxycarbonyl)piperazin-1-yl]-2-(methylsulfanyl)quinazoline-8-carboxylate